[Zr].[Ti].[Al] aluminum-titanium-zirconium